C[S+](C1=CC=C(C2=CC=C(C=C12)O)O)C dimethyl-4,7-dihydroxynaphthyl-sulfonium